(s)-4-((tert-butyldimethylsilyl)oxy)piperidin-2-one [Si](C)(C)(C(C)(C)C)O[C@@H]1CC(NCC1)=O